tert-butyl (3-aminopropyl)(prop-2-yn-1-yl)carbamate NCCCN(C(OC(C)(C)C)=O)CC#C